N-((1,2,3,5,6,7-Hexahydro-s-indacen-4-yl)carbamoyl)-5-(((2-methoxyethyl)(methyl)amino)methyl)-1-methyl-1H-pyrazole-3-sulfonamide, sodium salt [Na].C1CCC2=C(C=3CCCC3C=C12)NC(=O)NS(=O)(=O)C1=NN(C(=C1)CN(C)CCOC)C